2-(6-(4-aminopiperidin-1-yl)-2-(2,3-dihydrobenzofuran-5-yl)-5-ethyl-7-oxo-[1,2,4]triazolo[1,5-a]pyrimidin-4(7H)-yl)-N-(2-chloro-4-(trifluoromethyl)phenyl)acetamide NC1CCN(CC1)C1=C(N(C=2N(C1=O)N=C(N2)C=2C=CC1=C(CCO1)C2)CC(=O)NC2=C(C=C(C=C2)C(F)(F)F)Cl)CC